Capronitrile C(CCCCC)#N